6-(4-((4-bromo-2-(2,6-dioxopiperidin-3-yl)-1-oxoisoindolin-5-yl)methyl)piperazin-1-yl)-2-(4-phenoxyphenyl)nicotinamide BrC1=C2CN(C(C2=CC=C1CN1CCN(CC1)C1=NC(=C(C(=O)N)C=C1)C1=CC=C(C=C1)OC1=CC=CC=C1)=O)C1C(NC(CC1)=O)=O